(Z)-4-(4-((3-chlorobenzyl)amino)phenyl)-1H-imidazole-1-carboxylic acid tert-butyl ester C(C)(C)(C)OC(=O)N1C=NC(=C1)C1=CC=C(C=C1)NCC1=CC(=CC=C1)Cl